N-(5-((6-((R)-3-(3,5-difluorophenyl)-isoxazolidine-2-yl)pyrimidine-4-yl)amino)-2-(4-(hexahydropyrrolo[1,2-a]pyrazine-2(1H)-yl)piperidine-1-yl)-4-methoxy-phenyl)acrylamide FC=1C=C(C=C(C1)F)[C@@H]1N(OCC1)C1=CC(=NC=N1)NC=1C(=CC(=C(C1)NC(C=C)=O)N1CCC(CC1)N1CC2N(CC1)CCC2)OC